2-(p-dimethylaminophenyl-vinyl)isothiazole CN(C1=CC=C(C=C1)C=CN1SC=CC1)C